FC1=C(C(=CC(=C1)[N+](=O)[O-])F)O 2,6-difluoro-4-nitro-phenol